B1(O[C@H]2CC3CC([C@@]2(O1)C)C3(C)C)C(CC4=COC5=CC=CC=C54)Cl (1S)-1-chloro-2-(benzofuran-3-ylmethyl)boronic Acid (+)-pinanediol Ester